C(CCC)C=1OC2=C(C1)C=C(C=C2)NC(C)=O N-(2-butyl-benzofuran-5-yl)acetamide